C(C)(C)(C)OC(=O)N1CC(CCC1)(O)CN(C)C 3-((dimethylamino)methyl)-3-hydroxypiperidine-1-carboxylic acid tert-butyl ester